methyl-2,6-dichloropyridine-3-carboxylic acid CC1=C(C(=NC(=C1)Cl)Cl)C(=O)O